C(C)(C)(C)OC(NC=1C(N(C=CC1)[C@H](C(=O)N[C@H](CO)CC1C(NCC1)=O)CC1CC1)=O)=O Tert-Butyl(1-((S)-3-Cyclopropyl-1-(((S)-1-Hydroxy-3-((-)-2-Oxopyrrolidin-3-yl)Propan-2-Yl)Amino)-1-Oxopropan-2-Yl)-2-oxo-1,2-Dihydropyridin-3-Yl)Carbamate